(3S)-7-(Benzylmethoxy)-5-fluoro-6-[(2-methoxy-2-oxoethyl)(trifluoroacetyl)amino]-3-methyl-3,4-dihydroisoquinoline-2(1H)-carboxylic acid tert-butyl ester C(C)(C)(C)OC(=O)N1CC2=CC(=C(C(=C2C[C@@H]1C)F)N(C(C(F)(F)F)=O)CC(=O)OC)OCCC1=CC=CC=C1